ClCC=1C(=C2NC(C=3N(C2=CC1)N=CC3F)=O)F 7-(chloromethyl)-3,6-difluoro-5H-pyrazolo[1,5-a]quinoxalin-4-one